Tri((Trimethylsiloxy) siloxyethyldimethylsiloxy)silylpropyl-methacrylate C[Si](O[SiH2]OCC[Si](O[Si](O[Si](CCO[SiH2]O[Si](C)(C)C)(C)C)(O[Si](CCO[SiH2]O[Si](C)(C)C)(C)C)CCCOC(C(=C)C)=O)(C)C)(C)C